3-((4-chlorophenyl)sulfonylamino)-4-methyl-N-(pyridin-3-ylmethyl)benzamide ClC1=CC=C(C=C1)S(=O)(=O)NC=1C=C(C(=O)NCC=2C=NC=CC2)C=CC1C